2,5-diethyl-1,3,4-thiadiazole C(C)C=1SC(=NN1)CC